FC1=C(C(=C2C=CNC2=C1)S(=O)(=O)C)OC=1C=C(C=CC1)C=1SC=C(N1)C(C)(O)C=1C=C(C=CC1)CCC(=O)O 3-(3-(1-(2-(3-((6-Fluoro-4-(methylsulfonyl)-1H-indol-5-yl)oxy)phenyl)thiazol-4-yl)-1-hydroxyethyl)phenyl)propanoic acid